C(CCCCC(C)C)OC(C=CC=CC1=CC=CC=C1)=O styrene-acrylic acid Isooctyl ester